(6-benzyloxy-pyridin-3-yl)-(1,3-dimethyl-azetidin-3-yl)-(4-trifluoromethoxy-phenyl)-methanol C(C1=CC=CC=C1)OC1=CC=C(C=N1)C(O)(C1=CC=C(C=C1)OC(F)(F)F)C1(CN(C1)C)C